2-oxo-3-phenylpropyl (2S,4R)-1-((S)-2-((tert-butoxycarbonyl)amino)-3,3-dimethylbutanoyl)-4-hydroxypyrrolidine-2-carboxylate C(C)(C)(C)OC(=O)N[C@H](C(=O)N1[C@@H](C[C@H](C1)O)C(=O)OCC(CC1=CC=CC=C1)=O)C(C)(C)C